L-β-Homoalanine hydrochloride Cl.N[C@@H](C)CC(=O)O